CC#CCCCCCCCCCO The molecule is an acetylenic compound that is dodecane carrying a triple bond at position 10 and a hydroxy group at position 1 respectively. It has a role as a metabolite. It is an acetylenic compound and a primary alcohol.